N-methyl-pyrrolidinium bis(pentafluoroethanesulfonyl)imide [N-](S(=O)(=O)C(F)(F)C(F)(F)F)S(=O)(=O)C(F)(F)C(F)(F)F.C[NH+]1CCCC1